(3S)-3-(Dimethylamino)pyrrolidine CN([C@@H]1CNCC1)C